tert-butyl (R)-6-(1-(oct-7-yn-1-yl)-2-oxo-1,2-dihydropyridin-4-yl)-4-azaspiro[2.4]heptane-4-carboxylate C(CCCCCC#C)N1C(C=C(C=C1)[C@@H]1CN(C2(CC2)C1)C(=O)OC(C)(C)C)=O